C(#N)C1=CC(=C(COC2=CC=CC(=N2)C=2C=NC(=NC2)CC2=NC3=C(N2CCOC)C=C(C=C3)C(=O)O)C=C1)F 2-((5-(6-((4-cyano-2-fluorobenzyl)oxy)pyridin-2-yl)pyrimidin-2-yl)methyl)-1-(2-methoxyethyl)-1H-benzo[d]imidazole-6-carboxylic acid